BrC=1C=C(C(=NC1)N)C1=CC(=NO1)C 5-bromo-3-(3-methyl-1,2-oxazol-5-yl)pyridin-2-amine